1,3,4-benzenetricarbonitrile C1(=CC(=C(C=C1)C#N)C#N)C#N